C(C)(C)(C)OC(=O)N[C@@H]1C[C@@H](CC12CCN(CC2)C(=O)OCC2=CC=CC=C2)C(F)(F)F benzyl (1R,3R)-1-((tert-butoxycarbonyl)amino)-3-(trifluoromethyl)-8-azaspiro[4.5]decane-8-carboxylate